NC(C)(C)C1=CC(=NC(=C1)C1=CC(=C(C=C1)C)F)OC1[C@@H]2CN(C[C@H]12)C(=O)C1=C(N=C(S1)C1=NC=CC=N1)C ((1R,5S,6s)-6-((4-(2-aminopropan-2-yl)-6-(3-fluoro-4-methylphenyl)pyridin-2-yl)oxy)-3-azabicyclo[3.1.0]hexan-3-yl)(4-methyl-2-(pyrimidin-2-yl)thiazol-5-yl)methanone